(R)-4-(2-chloro-7-(1,5-dimethyl-1H-pyrazol-4-yl)thieno[3,2-d]Pyrimidin-4-yl)-3-methylmorpholine ClC=1N=C(C2=C(N1)C(=CS2)C=2C=NN(C2C)C)N2[C@@H](COCC2)C